phenyl glyoxylate (phenylglyoxylate) C1(=CC=CC=C1)C(C(=O)O)=O.C(C=O)(=O)OC1=CC=CC=C1